FC=1C=C(C(=O)NNC(C(=O)OCC)=O)C=CC1F ethyl 2-(2-(3,4-difluorobenzoyl) hydrazino)-2-oxoacetate